FC(C=1C=C(C=CC1F)C=1C=C2C(=NC1)C=NN2CC=2OC(=NN2)C)F 2-[[6-(3-(Difluoromethyl)-4-fluoro-phenyl)pyrazolo[4,3-b]pyridin-1-yl]methyl]-5-methyl-1,3,4-oxadiazole